OCCN1C[C@H]2CC[C@@H](C1)N2C2=NC(=NC1=CC(=CC=C21)C2=CC(=CC1=CC=CC=C21)O)OC[C@H]2N(CCC2)C 4-(4-((1R,5S)-3-(2-hydroxyethyl)-3,8-diazabicyclo[3.2.1]octan-8-yl)-2-(((S)-1-methylpyrrolidin-2-yl)methoxy)quinazolin-7-yl)naphthalen-2-ol